4-amino-3,5-dichloro-6-(4-formylphenyl)-pyridine-2-carboxylic acid methyl ester COC(=O)C1=NC(=C(C(=C1Cl)N)Cl)C1=CC=C(C=C1)C=O